COC1(CC1)C(=O)NC1=CC(=C(C=C1)OC1=CC=C(C=C1)N1CCOCC1)C 1-methoxy-N-(3-methyl-4-(4-morpholinophenoxy)phenyl)cyclopropane-1-carboxamide